N-((R)-6-(7,7-difluoro-2-((2S,3R)-3-hydroxy-2-methylazetidin-1-yl)-6,7-dihydro-5H-cyclopenta[d]pyrimidin-4-yl)-2,3-dihydrobenzofuran-3-yl)benzenesulfonamide FC1(CCC2=C1N=C(N=C2C2=CC1=C([C@H](CO1)NS(=O)(=O)C1=CC=CC=C1)C=C2)N2[C@H]([C@@H](C2)O)C)F